N1-(4-(4-isopropyl-5-(8-methyl-[1,2,4]triazolo[1,5-a]pyridin-6-yl)-1H-pyrazol-3-yl)cyclohexyl)-N2,N2-dimethylethane-1,2-diamine C(C)(C)C=1C(=NNC1C=1C=C(C=2N(C1)N=CN2)C)C2CCC(CC2)NCCN(C)C